2-(3-bromo-4-fluorophenyl)-2-methylpropanenitrile BrC=1C=C(C=CC1F)C(C#N)(C)C